OC(CN(CCCC(=O)OCCN1CCN(CC1)CCSSCCC(C)N(CC(CCCCCCCCCC)O)CC(CCCCCCCCCC)O)CC(CCCCCCCCCC)O)CCCCCCCCCC 2-(4-(2-((3-(Bis(2-hydroxydodecyl)amino)butyl)disulfaneyl)ethyl)piperazin-1-yl)ethyl 4-(bis(2-hydroxydodecyl)amino)butanoate